ClC1=CC(=C(C=C1)C1C(C(NC1CC(C)(C)C)C(=O)O)C1=CC(=C(C=C1)Cl)Cl)F 4-(4-chloro-2-fluorophenyl)-3-(3,4-dichlorophenyl)-5-neopentylpyrrolidine-2-carboxylic acid